1,6-dimethyl-5-(4,4,5,5-tetramethyl-1,3,2-dioxaborolan-2-yl)pyridin-2(1H)-one CN1C(C=CC(=C1C)B1OC(C(O1)(C)C)(C)C)=O